COC([C@@H](CC=1C=C2C=NN(C2=C(C1)C)CC1=CC=CC=C1)NC(=O)OC(C)(C)C)=O (R)-3-(1-benzyl-7-methyl-1H-indazol-5-yl)-2-((tert-butoxycarbonyl)amino)propionic acid methyl ester